CN(C(/C=C/CC[C@H](C(=O)NC=1C(N(C=CC1)CC=1NC2=NC=NC(=C2N1)CC(C)C)=O)CN(C([O-])=O)C)=O)C (S,E)-7-(Dimethylamino)-1-((1-((6-isobutyl-9H-purin-8-yl)methyl)-2-oxo-1,2-dihydropyridin-3-yl)amino)-1,7-dioxohept-5-en-2-yl-dimethylcarbamat